tert-butyl (2S)-2-methyl-4-[6-[5-[(1-methylcyclopropyl)methyl]-2-(2-trimethylsilylethoxymethyl)indazol-3-yl]pyrimidin-4-yl]piperazine-1-carboxylate C[C@@H]1N(CCN(C1)C1=NC=NC(=C1)C=1N(N=C2C=CC(=CC12)CC1(CC1)C)COCC[Si](C)(C)C)C(=O)OC(C)(C)C